C[Si](OCC)(OCC)CCCCCCCCCC Methyldecyldiethoxysilane